ClCCCCCCS(=O)(=O)N(CCCCCCCC)CCCCCC 6-chloro-N-hexyl-N-octylhexane-1-sulfonamide